1-isopropylamino-3-(4-diethylamino-1-naphthoxy)-2-propanol C(C)(C)NCC(COC1=CC=C(C2=CC=CC=C12)N(CC)CC)O